COC(CC=1NC2=CC=CC=C2C1CCNC(=O)OC(C)(C)C)=O 2-[3-(2-(t-Butoxycarbonylamino)-ethyl)-1H-indol-2-yl]-acetic acid methyl ester